(2R,3R,4R,5R,6R)-2-((5-(tert-butyl)isoxazol-3-yl)methyl)-4-(4-(2,3-difluoro-4-methylphenyl)-1H-1,2,3-triazol-1-yl)-6-(hydroxymethyl)tetrahydro-2H-pyran-3,5-diol C(C)(C)(C)C1=CC(=NO1)C[C@H]1O[C@@H]([C@@H]([C@@H]([C@H]1O)N1N=NC(=C1)C1=C(C(=C(C=C1)C)F)F)O)CO